ClC1=C(C=CC=C1)C=1OC2=C(C(=CC(=C2C(C1)=O)O)O)[C@@H]1[C@@H](CN(CC1)C)N(CC(=O)O)C(=O)OC(C)(C)C.C(=C)C1CC(CC1)C=C 1,3-divinyl-cyclopentane (3S,4R)-4-(2-(2-chlorophenyl)-5,7-dihydroxy-4-oxo-4H-chromen-8-yl)-1-methylpiperidin-3-yl-(tert-butoxycarbonyl)glycinate